(R)-N-(4-(3-(5-(3-hydroxy-1-methyl-2-oxopyrrolidin-3-yl)isoxazol-3-yl)phenyl)pyridin-2-yl)acetamide O[C@@]1(C(N(CC1)C)=O)C1=CC(=NO1)C=1C=C(C=CC1)C1=CC(=NC=C1)NC(C)=O